3-(5-(4-(3-Aminopropyl)piperidin-1-yl)-3-methyl-2-oxo-2,3-dihydro-1H-benzo[d]imidazol-1-yl)piperidine-2,6-dione NCCCC1CCN(CC1)C1=CC2=C(N(C(N2C)=O)C2C(NC(CC2)=O)=O)C=C1